2-(6-{5-chloro-2-[(oxan-4-yl)amino]pyrimidin-4-yl}-1-oxo-2,3-dihydro-1H-isoindol-2-yl)-N-[(1R)-1-[6-(trifluoromethyl)pyridin-2-yl]ethyl]acetamide ClC=1C(=NC(=NC1)NC1CCOCC1)C1=CC=C2CN(C(C2=C1)=O)CC(=O)N[C@H](C)C1=NC(=CC=C1)C(F)(F)F